Benzyl 3-((tert-butoxycarbonyl) (methyl) amino)-4-(dimethylamino)-4-oxobutyrate C(C)(C)(C)OC(=O)N(C(CC(=O)OCC1=CC=CC=C1)C(=O)N(C)C)C